COC=1C2=C(N=C(N1)C1CN(CC1)C(=O)OC(C)(C)C)N(C=C2C(F)(F)F)COCC[Si](C)(C)C tert-butyl 3-(4-methoxy-5-(trifluoromethyl)-7-((2-(trimethylsilyl)ethoxy)methyl)-7H-pyrrolo[2,3-d]pyrimidin-2-yl)pyrrolidine-1-carboxylate